[3-isobutyl-7-(5-isopropoxypyrimidin-2-yl)-2,3,4,5-tetrahydro-1H-azepin-2-yl]methanol C(C(C)C)C1C(NC(=CCC1)C1=NC=C(C=N1)OC(C)C)CO